(R)-METHYL 2-(N,N-BIS(4-METHOXYBENZYL) SULFAMOYL)PROPANOATE COC1=CC=C(CN(S(=O)(=O)[C@@H](C(=O)OC)C)CC2=CC=C(C=C2)OC)C=C1